1-(3-dimethylaminopropyl)-3-Ethylurea CN(CCCNC(=O)NCC)C